C(C)(C)N1C(=NN=C1)C1=CC=CC(=N1)NC(=O)C=1NC=C(C1)C1=CC=C(C=C1)C N-(6-(4-isopropyl-4H-1,2,4-triazol-3-yl)pyridin-2-yl)-4-p-tolyl-1H-pyrrole-2-carboxamide